C1(CC1)C=1N=NN(C1)[C@H](C(=O)N1[C@@H](C[C@H](C1)O)C(=O)NC1CCSC2=C(C=CC=C12)F)C(C)(C)C (2S,4R)-1-[(2S)-2-(4-cyclopropyltriazol-1-yl)-3,3-dimethyl-butanoyl]-N-(8-fluorothiochroman-4-yl)-4-hydroxy-pyrrolidine-2-carboxamide